The molecule is a member of the class of pyrrolidin-2-ones isolated from the fungal fermentation broth of Chaetomium globosum and shown to exhibit inhibitory activity against chemokine receptor CCR-5. It has a role as a chemokine receptor 5 antagonist and a Chaetomium metabolite. It is a carbobicyclic compound, an enol, a monocarboxylic acid, a member of pyrrolidin-2-ones and a member of octahydronaphthalenes. C/C=C(\\C)/[C@@H]1C=C[C@@H]2C[C@@H](C[C@@H]([C@H]2[C@@H]1/C(=C/3\\C(=O)[C@H](NC3=O)C[C@](C)(C(=O)O)O)/O)C)C